C1(C#CCCCCC1)OC(=O)NCCC(=O)O 3-(((cycloocta-2-yn-1-yloxy)carbonyl)amino)propanoic acid